2-(benzyloxy)cyclopropan-1-amine C(C1=CC=CC=C1)OC1C(C1)N